FC(C(CC(=O)N)O)(F)F 4,4,4-trifluoro-3-hydroxybutyramide